C[Si](OCC)(OCC)OCC methyl-tri-ethoxysilane